Cl.NC=1C=CC(=C(C1)CC1=C(C=CC(=C1)N)O)O di(5-amino-2-hydroxyphenyl)methane hydrochloride